5-[4-[4-(dimethoxymethyl)-1-piperidyl]phenyl]-2-methoxy-6-(2,2,2-trifluoroethyl)-6,7,8,9-tetrahydrobenzo[7]annulen-5-ol COC(C1CCN(CC1)C1=CC=C(C=C1)C1(C(CCCC2=C1C=CC(=C2)OC)CC(F)(F)F)O)OC